COC=1C=C2C=C(N(C2=CC1)CC1=NC=CC=C1)C(=O)O 5-methoxy-1-(pyridin-2-ylmethyl)-1H-indole-2-carboxylic acid